(3-hydroxypropyl)-1,6-naphthyridin-5(6H)-one OCCCC1=NC=2C=CNC(C2C=C1)=O